N-(2-aminoethyl)-5-(2-fluoro-4-(4-(2-fluorobenzyl)-5-oxo-4,5-dihydro-1H-1,2,4-triazol-1-yl)phenoxy)-4-methylthiazole-2-carboxamide NCCNC(=O)C=1SC(=C(N1)C)OC1=C(C=C(C=C1)N1N=CN(C1=O)CC1=C(C=CC=C1)F)F